[(5-bromo-1-methyl-imidazole-2-carbonyl)amino]-2-fluoro-benzoic acid BrC1=CN=C(N1C)C(=O)NC=1C(=C(C(=O)O)C=CC1)F